4-(2-bromo-4,6-difluorophenyl)-1-ethyl-3-(trifluoromethyl)-1H-pyrazole BrC1=C(C(=CC(=C1)F)F)C=1C(=NN(C1)CC)C(F)(F)F